NC[C@@H]1[C@H]([C@H]([C@@H](O1)N1C=2N=C(NC(C2N=C1)=O)NC(C(C)C)=O)OC)O N-(9-((2R,3R,4R,5R)-5-(aminomethyl)-4-hydroxy-3-methoxytetrahydrofuran-2-yl)-6-oxo-6,9-dihydro-1H-purin-2-yl)isobutyramide